Cl.NC([C@H](C[C@H]1C(NCC1)=O)NC(=O)[C@H]1NC[C@H]2[C@@H]1CCC2)=O (1S,3aR,6aS)-N-((S)-1-amino-1-oxo-3-((S)-2-oxopyrrolidin-3-yl)propan-2-yl)octahydrocyclopenta[C]pyrrole-1-carboxamide hydrochloride